C[C@H](CO)CC (S)-2-methylbutan-1-ol